(3-((benzyloxy)methyl)-4-ethyl-5-oxo-4,5-dihydro-1H-1,2,4-triazol-1-yl)-2-ethynyl-5-fluoronicotinic acid methyl ester COC(C1=C(N=C(C(=C1)F)N1N=C(N(C1=O)CC)COCC1=CC=CC=C1)C#C)=O